C(C(=O)C)=C1CCC(CC1)NC(OC(C)(C)C)=O tert-butyl N-(4-acetonylidenecyclohexyl)carbamate